2-acrylamido-2-Methylpropyltrimethylammonium chloride [Cl-].C(C=C)(=O)NC(C[N+](C)(C)C)(C)C